(3,7-dimethyloctan-2,6-dien-1-yl) 1-(3-cyano-1-isopropyl-1H-indol-5-yl)-1H-pyrazole-4-carboxylate C(#N)C1=CN(C2=CC=C(C=C12)N1N=CC(=C1)C(=O)OCC=C(CCC=C(C)C)C)C(C)C